(4,4,4-trifluorobutyl)quinazoline FC(CCCC1=NC2=CC=CC=C2C=N1)(F)F